[O-]S(=O)(=O)C(F)(F)F.C(C1=CC=CC=C1)[SH+]CC1=CC=C(C=C1)OC(=O)OC Benzyl-(4-((methoxycarbonyl)oxy)phenyl)methylsulfonium triflate